FC=1C(=NC=CC1CN1C(OC2=C(C1)C=CC(=C2)OC=2OC=CN2)=O)NS(=O)(=O)NC 3-{[3-fluoro-2-(methylaminosulfonylamino)-4-pyridyl]methyl}-7-(1,3-oxazol-2-yloxy)-3,4-dihydro-2H-1,3-benzoxazin-2-one